FC(OC1=CC=C(C=C1)N1N=C(C=C1)N1CCC(CC1)OCCN1CCOCC1)(F)F 4-[2-[[1-[1-[4-(trifluoromethoxy)phenyl]pyrazol-3-yl]-4-piperidyl]oxy]ethyl]morpholine